thiophthalidamide C1(=O)OC(C2=CC=CC=C12)C(=S)N